1,1,2,2,3,4-hexafluoro-3,4-dichlorocyclobutane FC1(C(C(C1(Cl)F)(Cl)F)(F)F)F